(S)-2-(6-chloro-2-((S)-3,3,3-Trifluoro-2-hydroxyl-2-methylpropionyl)-1,2,3,4-tetrahydroisoquinolin-8-yl)pyrrolidine-1-carboxylic acid tert-butyl ester C(C)(C)(C)OC(=O)N1[C@@H](CCC1)C=1C=C(C=C2CCN(CC12)C([C@](C(F)(F)F)(C)O)=O)Cl